diphenyl(2,4,6-trimethylbenzoyl)phosphine oxide C1(=CC=CC=C1)P(C(C1=C(C=C(C=C1C)C)C)=O)(C1=CC=CC=C1)=O